O[C@@H]1C[C@H](CC1)N1N=C(C(=C1)NC(=O)C=1N=C(SC1)C=1C=NNC1)C1=NC=CC=C1 N-(1-((1S,3S)-3-hydroxycyclopentyl)-3-(pyridin-2-yl)-1H-pyrazol-4-yl)-2-(1H-pyrazol-4-yl)thiazole-4-carboxamide